[Ag+].P([O-])([O-])=O.[Zr+4] zirconium phosphonate silver